CC1=C(NC(=C1CCC(=O)[O-])CC2=C(C(=C(N2)/C=C\\3/C(=C(C(=O)N3)C)C=C)C)CCC(=O)[O-])/C=C\\4/C(=C(C(=O)N4)C=C)C The molecule is a dicarboxylic acid dianion obtained by deprotonation of the two carboxy groups of bilirubin; major species at pH 7.3. It has a role as a human metabolite. It is a linear tetrapyrrole anion and a dicarboxylic acid dianion. It is a conjugate base of a bilirubin IXalpha.